Cl.Cl.ClC=1C(=C(C=CC1Cl)NC1=NC=NC2=CC(=C(C=C12)OC1CCNCC1)OC)F N-(3,4-dichloro-2-fluorophenyl)-7-methoxy-6-(piperidin-4-yloxy)quinazolin-4-amine dihydrochloride